(S)-1-(6-chloro-4-isopropyl-2,7-naphthyridin-1-yl)azetidine-2-carboxylic acid ClC=1C=C2C(=CN=C(C2=CN1)N1[C@@H](CC1)C(=O)O)C(C)C